ClC=1C=CC(=NC1C)N1CCC2(CN3N([C@@H](CC3)C3=CC(=CC(=C3)F)F)C2=O)CC1 (S)-1-(5-chloro-6-methylpyridin-2-yl)-7'-(3,5-difluorophenyl)dihydro-1'H,3'H,5'H-spiro[piperidine-4,2'-pyrazolo[1,2-a]pyrazol]-1'-one